CC(CNC(=O)N)C(=O)O The molecule is a ureidocarboxylic acid that is 2-methylpropanoic acid substituted by a carbamoylamino group at position 3. It has a role as a human metabolite and a mouse metabolite. It is a conjugate acid of a 3-ureidoisobutyrate(1-).